C(C)(C)(C)C1=NOC(=N1)C(=O)N[C@H](C)C1=C(C=C(C=C1)C1=NC(=NC=C1)NC1=CC=C(C=C1)N1CCNCC1)C (R)-3-(tert-butyl)-N-(1-(2-methyl-4-(2-((4-(piperazin-1-yl)phenyl)amino)pyrimidin-4-yl)phenyl)ethyl)-1,2,4-oxadiazole-5-carboxamide